N[C@@H]1C[C@H](CC1)NC1=C(C=C(C=N1)C1N=CC=NC1=O)F 2-(6-(((1S,3S)-3-aminocyclopentyl)amino)-5-fluoropyridin-3-yl)pyrazin-3(2H)-one